N-[2-(6-cyano-2-pyridyl)-2-(5-methoxy-1,3-dimethyl-pyrazol-4-yl)propyl]-3-(3,5-difluoro-2-pyridyl)isoxazole-5-carboxamide C(#N)C1=CC=CC(=N1)C(CNC(=O)C1=CC(=NO1)C1=NC=C(C=C1F)F)(C)C=1C(=NN(C1OC)C)C